FC=1C=C(C=CC1F)N1C(=C(C2=CC(=CC=C12)O)C1CC(CCC1)C(=O)O)C1CCOCC1 3-[1-(3,4-difluorophenyl)-5-hydroxy-2-tetrahydropyran-4-yl-indol-3-yl]Cyclohexanecarboxylic acid